trans-11-methyl-2-dodecenoic acid CC(CCCCCCC/C=C/C(=O)O)C